((3-cyano-4-((4-methoxybenzyl)oxy)pyrazolo[1,5-a]pyridin-6-yl)amino)-N,N-dimethyl-acetamide C(#N)C=1C=NN2C1C(=CC(=C2)NCC(=O)N(C)C)OCC2=CC=C(C=C2)OC